(S)-2-amino-N-(4-(3,5-dimethoxypyridin-4-yl)phenyl)-3,3-diphenylpropanamide dihydrochloride Cl.Cl.N[C@H](C(=O)NC1=CC=C(C=C1)C1=C(C=NC=C1OC)OC)C(C1=CC=CC=C1)C1=CC=CC=C1